NC1=C(C=C(C=N1)NC(C=O)=O)C N-(6-amino-5-methyl-3-pyridyl)-2-oxo-acetamide